3-((6-(Hydroxymethyl)pyridazin-3-yl)amino)piperidine-2,6-dione OCC1=CC=C(N=N1)NC1C(NC(CC1)=O)=O